S(=O)(OCC(F)F)OC1C(CCCC1)OC1=CC=C(C=C1)OCC 2,2-Difluoroethyl (2-(4-ethoxyphenoxy) cyclohexyl) sulfite